[(2R)-2-[2-(2-benzyloxyethoxy)ethoxy]propyl] 4-methylbenzenesulfonate CC1=CC=C(C=C1)S(=O)(=O)OC[C@@H](C)OCCOCCOCC1=CC=CC=C1